N-[trans-4-(3,3-difluoroazetidin-1-yl)cyclohexyl]-4-(furo[3,2-c]pyridin-4-yl)benzamide FC1(CN(C1)[C@@H]1CC[C@H](CC1)NC(C1=CC=C(C=C1)C1=NC=CC2=C1C=CO2)=O)F